(S,Z)-1-((5-chloro-3'-((2-chlorobenzyl)oxy)-[1,1'-biphenyl]-2-yl)sulfonyl)-4-fluoro-N-(4-(methylsulfonyl)but-3-en-2-yl)piperidine-4-carboxamide ClC=1C=CC(=C(C1)C1=CC(=CC=C1)OCC1=C(C=CC=C1)Cl)S(=O)(=O)N1CCC(CC1)(C(=O)N[C@@H](C)\C=C/S(=O)(=O)C)F